3-methyl-5-(4-methyl-7H-pyrrolo[2,3-d]pyrimidin-7-yl)tetrahydrofuran-3,4-diol CC1(COC(C1O)N1C=CC2=C1N=CN=C2C)O